FC=1C(=CC2=C(C(N3[C@@H](CO2)C[C@@H](C3)O)=O)C1O[C@@H](C(F)(F)F)C)C (2S,11aR)-7-Fluoro-2-hydroxy-8-methyl-6-(((R)-1,1,1-trifluoropropan-2-yl)oxy)-2,3,11,11a-tetrahydro-1H,5H-benzo[f]pyrrolo[2,1-c][1,4]oxazepin-5-one